C1(=CC=CC=C1)C(Cl)(C1=CC=CC=C1)C1=CC=CC=C1.[32P] [32P]-phosphorus triphenylchloromethane